C1(=CC=CC=C1)P(CCNC1CCCC=2C=CC=NC12)C1=CC=CC=C1 N-(2-(diphenylphosphino)ethyl)-5,6,7,8-tetrahydroquinolin-8-amine